2-(2-chlorophenyl)-4-(methoxymethyl)-1-nitro-benzene ClC1=C(C=CC=C1)C1=C(C=CC(=C1)COC)[N+](=O)[O-]